ClC=1SC(=C(N1)C1=CC(=C(C=C1)OC)Cl)CCC(C)C 2-chloro-4-(3-chloro-4-methoxyphenyl)-5-isopentylthiazole